O1C=CC=2C(=NC=CC21)C2=CC=C(C(=O)NC1CC(CC(C1)O)(C)C)C=C2 4-(furo[3,2-c]pyridin-4-yl)-N-(5-hydroxy-3,3-dimethylcyclohexyl)benzamide